OC1=NN(C=C1Br)C1=CC(=CC=C1)OC 3-hydroxy-4-bromo-N-(3-methoxyphenyl)pyrazole